azolselenone tert-butyl-4-[[1-[6-(2-bromo-4-methoxycarbonyl-phenoxy)-3-pyridyl]azetidin-3-yl]methyl]piperidine-1-carboxylate C(C)(C)(C)OC(=O)N1CCC(CC1)CC1CN(C1)C=1C=NC(=CC1)OC1=C(C=C(C=C1)C(=O)OC)Br.N=1C(C=CC1)=[Se]